O=C1N(CCC(N1)=O)C1=CN=C2N1C=CC(=C2)N2CCN(CC2)CN2CCN(CC2)C=2C(=C(C#N)C=CC2)C(F)(F)F 4-((4-(3-(2,4-dioxotetrahydropyrimidin-1(2H)-yl)imidazo[3,2-a]pyridin-7-yl)piperazin-1-yl)methyl)piperazine-1-yl(trifluoromethyl)benzonitrile